BrC1=CC=C(O1)C1=NC(=CC=2N1N=C(N2)C)NC(C)=O N-[5-(5-bromofuran-2-yl)-2-methyl-[1,2,4]triazolo[1,5-c]pyrimidin-7-yl]acetamide